FC1=CC=C(C=C1)CC1=NC2=CC=C(C=C2C(N1)=O)OC1=CC(=NC=C1)C=1C=NN(C1)C 2-[(4-fluorophenyl)methyl]-6-{[2-(1-methylpyrazol-4-yl)-4-pyridyl]oxy}-3H-quinazolin-4-one